OC1=C(C=CC=C1[N+](=O)[O-])NC(=O)NC1=CC=CC=C1 1-(2-Hydroxy-3-nitro-phenyl)-3-phenyl-urea